C(C=C)OCC(COC1CC(C1)OCC1=CC=CC=C1)(F)F [3-(3-allyloxy-2,2-difluoro-propoxy)cyclobutoxy]methylbenzene